C1(CCC1)CN(C(OC(C)(C)C)=O)[C@H]1CN(CCC1)C1=CC=C(C=C1)CN1C=NC(=C1)C=1C=NC=C(C1)OC tert-butyl (R)-(cyclobutylmethyl)(1-(4-((4-(5-methoxypyridin-3-yl)-1H-imidazol-1-yl)methyl)phenyl) piperidin-3-yl)carbamate